C(=O)O.C(#N)C1=NC2=CC(=NC=C2C=C1C=1C=NC(=CC1C)[C@@H](CCC)O)NC(=O)[C@H]1[C@H](C1)F (1S,2S)-N-(2-cyano-3-(6-((R)-1-hydroxybutyl)-4-methylpyridin-3-yl)-1,6-naphthyridin-7-yl)-2-fluorocyclopropane-1-carboxamide formate